C1NCC12CCC2 2-azaspiro-[3.3]heptane